tetra-vinyl-cyclotetrasilazane lithium [Li].C(=C)N1[SiH2]N([SiH2]N([SiH2]N([SiH2]1)C=C)C=C)C=C